BrC1=C2C(=C(N=C1)N)N(N=C2)C 4-bromo-1-methyl-pyrazolo[3,4-c]pyridin-7-amine